COC=1C=C(OC2=NC=CC=C2C2=CC(=NC=C2)C)C=C(C1)C(F)(F)F 2-(3-methoxy-5-(trifluoromethyl)phenoxy)-2'-methyl-3,4'-bipyridine